3,4-dimethyl-1-(3-triethoxysilylpropyl)pyrrole-2,5-dione CC=1C(N(C(C1C)=O)CCC[Si](OCC)(OCC)OCC)=O